3-(3,4-dimethoxyphenyl)prop-2-en-1-one COC=1C=C(C=CC1OC)C=CC=O